COC1=CC2=CC[C@H]3[C@@H]4CCC([C@@]4(C)CC[C@@H]3[C@]2(CC1)C)=O 3-methoxy-androsta-3,5-diene-17-one